1,1'-Thiocarbonyldi-2(1H)pyridone C(=S)(N1C(C=CC=C1)=O)N1C(C=CC=C1)=O